FCC(C(=O)O)(C)C 3-fluoro-2,2-dimethylpropanoic acid